(R)-1-(4-acryloyl-4-azaspiro[2.5]oct-6-yl)-5-amino-3-(4-((5-chloropyridin-2-yl)oxy)phenyl)-1H-pyrazole-4-carboxamide C(C=C)(=O)N1C2(CC2)CC[C@H](C1)N1N=C(C(=C1N)C(=O)N)C1=CC=C(C=C1)OC1=NC=C(C=C1)Cl